NC1=C(C(=O)NNC(C2=C(C(=CC=C2Cl)F)Cl)=O)C=C(C=N1)Br 2-amino-5-bromo-N'-(2,6-dichloro-3-fluorobenzoyl)-nicotinoyl-hydrazine